[Si](C)(C)(C(C)(C)C)OCC(COC1=NN(C(=C1[N+](=O)[O-])C1CC1)C=1N(N=C(C1)C)C)F 3-(3-((tert-butyldimethylsilyl)oxy)-2-fluoropropoxy)-5-cyclopropyl-2',5'-dimethyl-4-nitro-2'H-1,3'-bipyrazole